phenyl-cholanamide C1(=CC=CC=C1)C(C(=O)N)C[C@@H](C)[C@H]1CC[C@H]2[C@@H]3CCC4CCCC[C@]4(C)[C@H]3CC[C@]12C